ClC=1C=2C(N3C(NC2C=CC1)C(CC3)(C)C)=O 8-chloro-3,3-dimethyl-1,2,3,3a,4,9-hexahydropyrrolo[2,1-b]quinazolin-9-one